ClC1=C(CN2C(=NC3=C2C=C(C(=C3)F)F)N3C[C@H]([C@@H](CC3)F)N)C=CC(=C1)Cl (3r,4r)-1-(1-(2,4-dichlorobenzyl)-5,6-difluoro-1H-benzoimidazol-2-yl)-4-fluoro-3-piperidinamine